C(CCCCCCCCC)(=O)OCC(CCCC=O)CCCCCC 2-hexyl-(6-oxohexyl) decanoate